(4-(3-(difluoromethyl)-5-methyl-1H-pyrazol-1-yl)phenyl)methanamine FC(C1=NN(C(=C1)C)C1=CC=C(C=C1)CN)F